(racemic)-6-(1-([1,1'-biphenyl]-4-ylmethyl)-1H-indazole-7-carboxamido)spiro[3.3]heptane-2-carboxylic acid C1(=CC=C(C=C1)CN1N=CC2=CC=CC(=C12)C(=O)NC1CC2(CC(C2)C(=O)O)C1)C1=CC=CC=C1